4-amino-N-(3-chloro-4-fluorophenyl)-N'-hydroxy-1,2,5-oxadiazole-3-carboxamidine NC=1C(=NON1)C(=NO)NC1=CC(=C(C=C1)F)Cl